(7-(4-Fluoro-3-methylbenzyl)-2-azaspiro[3.5]nonan-2-yl)((1s,3s)-3-hydroxy-3-methylcyclobutyl)methanon FC1=C(C=C(CC2CCC3(CN(C3)C(=O)C3CC(C3)(C)O)CC2)C=C1)C